(biphenylyl)(diphenyltriazinyl)dibenzoselenophen C1(=C(C=CC=C1)C1=C(C2=C([Se]C3=C2C=CC=C3)C=C1)C1=NN=NC(=C1C1=CC=CC=C1)C1=CC=CC=C1)C1=CC=CC=C1